C(=C)NC(C(C)C)=O N-vinyl-2-(methyl)propionamide